O1CC[C@@H](C2=C1C=CC=C2)NC(=O)C2=C(C1=NC=CC(=C1S2)OC)N(C)C N-[(4S)-3,4-dihydro-2H-1-benzopyran-4-yl]-3-(dimethylamino)-7-methoxythieno[3,2-b]pyridine-2-carboxamide